C(CCCCCC)NC1=CC=CC=C1 heptyl-aniline